lithium hydroxy acrylate C(C=C)(=O)OO.[Li]